[Li].ClC1=CC=C(C=C1)C=CC(=O)C1=C(C=C(C=C1)OC)O 3-(4-Chlorophenyl)-1-(2-hydroxy-4-methoxyphenyl)prop-2-en-1-one lithium